4-{(1R)-1-[(2-amino-5-bromopyridin-3-yl)oxy]ethyl}benzonitrile NC1=NC=C(C=C1O[C@H](C)C1=CC=C(C#N)C=C1)Br